Cl.FC1=CC(=CC2=CN(N=C12)C)C1=CC2=C(C=N1)N=C(S2)NC2CC(N(C(C2)(C)C)C)(C)C 6-(7-Fluoro-2-methyl-2H-indazol-5-yl)-N-(1,2,2,6,6-pentamethylpiperidin-4-yl)[1,3]thiazolo[4,5-c]pyridin-2-amin-Hydrochlorid